The molecule is a heparan sulfate octasaccharide with sequence: GlcA-GlcNSO3-IdoA(2-OSO3)-GlcNSO3-IdoA(2-OSO3)-GlcNSO3-IdoA-aManR(6-OSO3) (aManR = 2,5-anhydro-D-mannitol). It is a heparan sulfate octasaccharide, an oligosaccharide sulfate and an amino octasaccharide. C([C@@H]1[C@H]([C@@H]([C@H](O1)COS(=O)(=O)O)O[C@H]2[C@@H]([C@H]([C@@H]([C@@H](O2)C(=O)O)O[C@@H]3[C@@H]([C@H]([C@@H]([C@H](O3)CO)O[C@H]4[C@@H]([C@H]([C@@H]([C@@H](O4)C(=O)O)O[C@@H]5[C@@H]([C@H]([C@@H]([C@H](O5)CO)O[C@H]6[C@@H]([C@H]([C@@H]([C@@H](O6)C(=O)O)O[C@@H]7[C@@H]([C@H]([C@@H]([C@H](O7)CO)O[C@H]8[C@@H]([C@H]([C@@H]([C@H](O8)C(=O)O)O)O)O)O)NS(=O)(=O)O)O)OS(=O)(=O)O)O)NS(=O)(=O)O)O)OS(=O)(=O)O)O)NS(=O)(=O)O)O)O)O)O